NC1=NC=2C=NC(=CC2C2=C1COC2)C(=O)N(CC=2N=NC(=CC2)C(F)(F)F)C2CCC2 4-amino-N-cyclobutyl-N-((6-(trifluoromethyl)-3-pyridazinyl)methyl)-1,3-dihydrofuro[3,4-c][1,7]naphthyridine-8-carboxamide